BrC=1C(=NC(=NC1)NC=1C=CC2=C(OC[C@@H]3N2CCOC3)C1)NC=1C(=C3N=CC=NC3=CC1)P(C)(C)=O (R)-(6-((5-bromo-2-((1,2,4a,5-tetrahydro-4H-benzo[b][1,4]oxazino[4,3-d][1,4]oxazin-8-yl)amino)pyrimidin-4-yl)amino)quinoxalin-5-yl)dimethylphosphine oxide